GLYCYLGLYCIN NCC(=O)NCC(=O)O